tert-butyl (1R,5S)-7-(4,4,5,5-tetramethyl-1,3,2-dioxaborolan-2-yl)-3-oxa-9-azabicyclo[3.3.1]non-6-ene-9-carboxylate CC1(OB(OC1(C)C)C1=C[C@H]2COC[C@@H](C1)N2C(=O)OC(C)(C)C)C